C(C)OC(CCC)OC(C=C)=O 1-ethoxybutyl-acrylate